3-methoxy-7-amino-2,3,4,5-tetrahydro-benzo[b][1,4]oxazepine COC1CNC2=C(OC1)C=CC(=C2)N